S(=O)(=O)(C1=CC=C(C)C=C1)N1CC(C2=C(CC1)C=CC=C2)N 3-tosyl-2,3,4,5-tetrahydro-1H-benzo[d]azepin-1-amine